N2,N2,N4,N4,N6,N6-hexaallyl-1,3,5-triazine-2,4,6-triamine C(C=C)N(C1=NC(=NC(=N1)N(CC=C)CC=C)N(CC=C)CC=C)CC=C